5-((6-((3-fluorophenyl)ethynyl)-5-(trifluoromethoxy)pyridazin-3-yl)oxy)-1H-1,2,3-triazole-4-carboxylic acid FC=1C=C(C=CC1)C#CC1=C(C=C(N=N1)OC1=C(N=NN1)C(=O)O)OC(F)(F)F